BrC1=CC=C(CN(CCCCC)C)C=C1 N-(4-bromobenzyl)-N-methylpentane-1-amine